C(C)OC(C(C)(C)C1=CC(=C(C(=C1)C(C)(C)C)O)C(C)(C)C)=O ethyl-α-(4-hydroxy-3,5-di-t-butylphenyl)isobutyrate